2-(benzo[d]thiazol-2-yl)-6-(2-(benzo[d]thiazol-2-yl)-4-methoxyphenoxy)-4-methoxy-3-(4-methyl-1H-pyrazol-1-yl)phenol S1C(=NC2=C1C=CC=C2)C2=C(C(=CC(=C2N2N=CC(=C2)C)OC)OC2=C(C=C(C=C2)OC)C=2SC1=C(N2)C=CC=C1)O